N6-(4-iodobutyryl)-L-lysine ICCCC(=O)NCCCC[C@H](N)C(=O)O